C[C@@]12OO[C@]34[C@@H](CC1)[C@@H](CC[C@H]3[C@H]([C@H](O[C@@H]4O2)CNC(=O)C2CCOCC2)C)C N-{[(3R,5aS,6R,8aS,9R,10S,12R,12aR)-3,6,9-trimethyldecahydro-12H-3,12-epoxypyrano[4,3-j][1,2]benzodioxepin-10-yl]methyl}oxane-4-carboxamide